C1(CC1)N1C(C2=C(C=C1)NC(=C2C2=CC=CC=C2)C2=CC(=NC=C2)NC([C@@H](CC(F)F)C2=CC=C(C=C2)F)=O)=O (2S)-N-[4-(5-Cyclopropyl-4-oxo-3-phenyl-4,5-dihydro-1H-pyrrolo[3,2-c]pyridin-2-yl)pyridin-2-yl]-4,4-difluoro-2-(4-fluorophenyl)butanamid